5-(1-(4-chloro-2-fluorophenyl)piperidin-4-yl)-1,3,4-thiadiazol-2-amine ClC1=CC(=C(C=C1)N1CCC(CC1)C1=NN=C(S1)N)F